N-(4-(1-acetylpiperidin-4-yl)phenyl)-N-(4-(5-(difluoromethyl)-1,3,4-oxadiazol-2-yl)-2-fluorobenzyl)thiomorpholine-4-carboxamide C(C)(=O)N1CCC(CC1)C1=CC=C(C=C1)N(C(=O)N1CCSCC1)CC1=C(C=C(C=C1)C=1OC(=NN1)C(F)F)F